C(C1=CC=CC=C1)OC=1C=C2C(=C(N(C2=CC1)C1=CC(=C(C=C1)F)C)C1CCOCC1)C1CC(C1)(C(=O)OC)C(F)F methyl 3-[5-benzyloxy-1-(4-fluoro-3-methyl-phenyl)-2-tetrahydropyran-4-yl-indol-3-yl]-1-(difluoromethyl)cyclobutanecarboxylate